N[C@@H]1[C@H](OCCC1)C1=C(C2=NC(=CC(=C2S1)NCC1=CC=CC=C1)Cl)Cl 2-((2S,3S)-3-aminotetrahydro-2H-pyran-2-yl)-N-benzyl-3,5-dichlorothieno[3,2-b]pyridin-7-amine